O1C(=C(C=C1)C(=O)O)C(=O)O.CC(CCCO)O 2,5-pentanediol furandicarboxylate